2-(methyl(2-vinylpyrimidin-4-yl)amino)ethan-1-ol CN(CCO)C1=NC(=NC=C1)C=C